adenosine triphosphate potassium salt [K+].P([O-])(=O)(OP(=O)([O-])OP(=O)([O-])[O-])OC[C@@H]1[C@H]([C@H]([C@@H](O1)N1C=NC=2C(N)=NC=NC12)O)O.[K+].[K+].[K+]